ClC=1C=NN(C1CC1N(C(C2=CC=CC=C12)=O)CC1=CNC(S1)=O)C 5-((1-((4-chloro-1-methyl-1H-pyrazol-5-yl)methyl)-3-oxoisoindolin-2-yl)methyl)thiazol-2(3H)-one